[F-].C(CCCCCCCCC)[NH+]1C(=CC=C1)C 1-Decyl-2-Methylpyrrolium fluorid